1-(5-Chloro-2-hydroxy-phenyl)-5-trifluoromethyl-1,3-dihydro-indol-2-one ClC=1C=CC(=C(C1)N1C(CC2=CC(=CC=C12)C(F)(F)F)=O)O